FC1=C2CCN(C2=CC=C1C1CCN(CC1)C(=O)OC(C)(C)C)[C@@H]1C(NC(CC1)=O)=O tert-butyl 4-[4-fluoro-1-[(3S)-2,6-dioxo-3-piperidyl]-indolin-5-yl]-piperidine-1-carboxylate